chloro-5-(chloromethyl)pyrazine ClC1=NC=C(N=C1)CCl